O[C@@H](CC(=O)OCC)C Ethyl (R)-3-hydroxybutyrate